CC1(C[C@@H](CO1)NC=1N=NC(=C2C1C=NC=C2)C2=CC=C(C(=C2O)F)C)C (S)-6-(4-((5,5-dimethyltetrahydrofuran-3-yl)amino)pyrido[3,4-d]pyridazin-1-yl)-2-fluoro-3-methylphenol